2,6,7-trioxa-1-phospha-bicyclo[2.2.2]Oct-4-yl-methyl-3,5-di-t-butyl-4-hydroxyhydrocinnamate P12OCC(CO1)(CO2)C(C(=O)[O-])(CC2=CC(=C(C(=C2)C(C)(C)C)O)C(C)(C)C)C